C(CCCCC)C(C(=O)OCCCCCC(=O)O[C@H](C(=O)OCCCCOC(C(CCCCCCCC)CCCCCC)=O)CC(=O)OCC(C)N(C)C)CCCCCCCC 4-(2-(Dimethylamino)propyl) 1-(4-((2-hexyldecanoyl)oxy)butyl) (2S)-2-((6-((2-hexyldecanoyl)oxy)hexanoyl)oxy)succinate